difluorobromoacetyl chloride FC(C(=O)Cl)(Br)F